(1R,2R,3S,4R,5R)-N-(3,4-dichlorophenyl)-5-fluoro-3-(2-methoxypyridin-4-yl)-7-oxabicyclo[2.2.1]Heptane-2-carboxamide ClC=1C=C(C=CC1Cl)NC(=O)[C@H]1[C@H]2C[C@H]([C@@H]([C@@H]1C1=CC(=NC=C1)OC)O2)F